undectrienal C(C=CC=CC=CCCCC)=O